ethyl N-[(±)-1-(benzyloxy)propan-2-yl]-beta-alaninate C(C1=CC=CC=C1)OC[C@@H](C)NCCC(=O)OCC |r|